4-(3-Benzyloxy-6-bromo-quinolin-2-yl)-3,3-bis-tert-butoxycarbonyl-4-oxo-butyric acid ethyl ester C(C)OC(CC(C(=O)C1=NC2=CC=C(C=C2C=C1OCC1=CC=CC=C1)Br)(C(=O)OC(C)(C)C)C(=O)OC(C)(C)C)=O